9H-3,9':4',9''-tercarbazole C1=CC(=CC=2C3=CC=CC=C3NC12)N1C2=CC=CC=C2C=2C(=CC=CC12)N1C2=CC=CC=C2C=2C=CC=CC12